S1C=C(C=C1)CO thiophene-3-ylmethanol